ClC1=CC=C(C=C1)CC(=O)N1CC2(CN(C2)CC2=CC=C(C(=O)OC)C=C2)C1 methyl 4-((6-(2-(4-chlorophenyl)acetyl)-2,6-diazaspiro[3.3]heptan-2-yl)methyl)benzoate